C(CCCC)[Si](OCC)(OCC)OCC Amyl-triethoxysilane